tetramethyl-decyndiol CC(C(C#CC(O)(O)C)(C)C)CCCCC